P(=O)(OCC1=CC=CC=C1)(OCC1=CC=CC=C1)OC1=C(C(=CC(=C1)C)C)C(C)(CCO[Si](C)(C)C(C)(C)C)C Dibenzyl (2-(4-((tert-butyldimethylsilyl)oxy)-2-methylbutan-2-yl)-3,5-dimethylphenyl) phosphate